3-(((3-methoxybenzyl)(4-((2-(2-(3-methoxybenzyloxy)ethoxy)ethoxy)methyl)phenyl)amino)methyl)-N,N-dimethylaniline COC=1C=C(CN(C2=CC=C(C=C2)COCCOCCOCC2=CC(=CC=C2)OC)CC=2C=C(N(C)C)C=CC2)C=CC1